Methyl 2-((4-((6-((4-bromo-2-fluorophenoxy) methyl) pyridin-2-yl) oxy) piperidin-1-yl) methyl)-1-((1-(cyanomethyl) cyclopropyl) methyl)-1H-benzo[d]imidazole-6-carboxylate BrC1=CC(=C(OCC2=CC=CC(=N2)OC2CCN(CC2)CC2=NC3=C(N2CC2(CC2)CC#N)C=C(C=C3)C(=O)OC)C=C1)F